FC=1C=C(C=CC1OC1=NC=CC(=N1)C)C=1C(=NC(=NC1)NC=1C=NN(C1)C1CCNCC1)C1=CC=C(C=C1)C=CC(=O)[NH-] N-(4-(5-(3-Fluoro-4-((4-methylpyrimidin-2-yl)oxy)phenyl)-2-((1-(piperidin-4-yl)-1H-Pyrazol-4-yl)amino)pyrimidin-4-yl)phenyl)acryloylamide